1,9-decanedicarboxylic acid di(N'-salicyloyl hydrazide) C(C=1C(O)=CC=CC1)(=O)NNC(=O)CCCCCCCCC(C)C(=O)NNC(C=1C(O)=CC=CC1)=O